2-benzyl-2-azaspiro[3.3]heptan-6-yl (2R,5S)-4-[5-(ethanesulfonyl)pyrimidin-2-yl]-2,5-dimethylpiperazine-1-carboxylate C(C)S(=O)(=O)C=1C=NC(=NC1)N1C[C@H](N(C[C@@H]1C)C(=O)OC1CC2(CN(C2)CC2=CC=CC=C2)C1)C